2-(6-(4-(2-aminoethoxy)-3-ethylphenyl)-4,7-dichloro-2H-indazol-2-yl)-2-((R)-6-fluoro-6,7-dihydro-5H-pyrrolo[1,2-c]imidazol-1-yl)-N-(thiazol-2-yl)acetamide NCCOC1=C(C=C(C=C1)C=1C=C(C2=CN(N=C2C1Cl)C(C(=O)NC=1SC=CN1)C1=C2N(C=N1)C[C@@H](C2)F)Cl)CC